4-(1,5-dimethyltriazol-4-yl)-2-fluoro-N-[(3R)-3-piperidyl]benzamide CN1N=NC(=C1C)C1=CC(=C(C(=O)N[C@H]2CNCCC2)C=C1)F